C(CNC(=O)N)C(=O)O ureidopropionate